FC1(CC(C1)(C)CN1N=C(C(=C1C(=O)NC1=CC(=[N+](C=C1)[O-])S(=O)(=N)C)C(F)(F)F)C1(CC1)F)F 4-(1-((3,3-difluoro-1-methylcyclobutyl)methyl)-3-(1-fluorocyclopropyl)-4-(trifluoromethyl)-1H-pyrazole-5-carboxamido)-2-(S-methylsulfonimidoyl)pyridine 1-oxide